carbon chromium-manganese-molybdenum [Mo].[Mn].[Cr].[C]